ClC1=CC=C(C=C1)C1=NN(CC1C1=CC=CC=C1)C(=O)NS(=O)(=O)C1=C(C=C(C=C1)F)F 3-(4-chlorophenyl)-N-((2,4-difluorophenyl)sulfonyl)-4-phenyl-4,5-dihydro-1H-pyrazole-1-carboxamide